(2R)-N-(2-((6-((2-methyl-[1,1'-biphenyl]-3-yl)methoxy)-2,3-dihydrobenzofuran-3-yl)amino)ethyl)acetamide CC1=C(C=CC=C1COC1=CC2=C(C(CO2)NCCNC(C)=O)C=C1)C1=CC=CC=C1